6-(pyrimidin-2-ylmethyl)-4,6-diazaspiro[2.4]heptane-5,7-dione N1=C(N=CC=C1)CN1C(NC2(CC2)C1=O)=O